4-(2-(((benzyloxy)carbonyl)amino)-1-hydroxypropan-2-yl)piperidine-1-carboxylate C(C1=CC=CC=C1)OC(=O)NC(CO)(C)C1CCN(CC1)C(=O)[O-]